FC1=C(C=CC(=C1)F)S(=O)(=O)NC=1C(=NC=C(C1)C1=CC2=C(N=CN=C2N2CC3C(C2)CCC3)S1)OC 2,4-difluoro-N-(5-(4-(hexahydrocyclopenta[c]pyrrol-2(1H)-yl)thieno[2,3-d]pyrimidin-6-yl)-2-methoxypyridin-3-yl)benzenesulfonamide